6-((1s,6s)-6-aminocyclohex-3-en-1-yl)-N-benzyl-7-bromo-2-chlorothieno[3,2-d]pyrimidin-4-amine N[C@H]1CC=CC[C@@H]1C1=C(C=2N=C(N=C(C2S1)NCC1=CC=CC=C1)Cl)Br